N-((1R)-3-cyano-3-azabicyclo[3.1.0]hexan-1-yl)-5-(3-phenoxypyridin-4-yl)thiazole-2-carboxamide C(#N)N1C[C@]2(CC2C1)NC(=O)C=1SC(=CN1)C1=C(C=NC=C1)OC1=CC=CC=C1